FC(OC[C@H]1N(CCC1)C1=CC=C(C(=O)N)C=C1)F 4-((S)-2-((difluoromethoxy)methyl)pyrrolidin-1-yl)benzamide